4-[4-(3-Methoxyphenyl)-1,3-thiazol-2-yl]piperidine-1-carboxylic acid tert-butyl ester C(C)(C)(C)OC(=O)N1CCC(CC1)C=1SC=C(N1)C1=CC(=CC=C1)OC